nonadecyl fluorododecyl-sulfonate FCCCCCCCCCCCCS(=O)(=O)OCCCCCCCCCCCCCCCCCCC